sodium phenyl butyrate C(CCC)(=O)OC1=CC=CC=C1.[Na]